ClC1=C(C(=NN1)C)OC1=NC=CC2=CC(=CC(=C12)O[C@H](C(F)(F)F)C)N1N=C(N(C1=O)CC)CO (S)-1-(1-((5-Chloro-3-methyl-1H-pyrazol-4-yl)oxy)-8-((1,1,1-trifluoropropan-2-yl)oxy)isoquinolin-6-yl)-4-ethyl-3-(hydroxymethyl)-1H-1,2,4-triazol-5(4H)-one